(R)-2-ethyl-6-(trifluoromethyl)-2,3-dihydroquinolin-4(1H)-one C(C)[C@H]1NC2=CC=C(C=C2C(C1)=O)C(F)(F)F